FC1(C(C(C2=C3C(=C4C(C(C(C4=C12)(C(F)(F)F)F)(C(F)(F)F)F)(C(F)(F)F)F)C(C(C3(C(F)(F)F)F)(C(F)(F)F)F)(C(F)(F)F)F)(C(F)(F)F)F)=O)C(F)(F)F 1,3,4,5,6,7,8,9-octafluoro-1,3,4,5,6,7,8,9-octakis(trifluoromethyl)-1,3,4,5,6,7,8,9-octahydro-2H-cyclopenta[e]-as-indacen-2-one